NC1=C2C(=NC=N1)N(N=C2C2=CC=C(C=C2)OC2=CC=CC=C2)C2CCN(CC2)C(=O)C2CCN(CC2)C=2C=NC(=NC2)N2CCNCC2 [4-[4-amino-3-(4-phenoxyphenyl)pyrazolo[3,4-d]pyrimidin-1-yl]-1-piperidinyl]-[1-(2-piperazin-1-ylpyrimidin-5-yl)-4-piperidinyl]methanone